N1NCCC2C1=NC1=CC=NC=CC12 hexahydropyridazino[4',3':4,5]pyrrolo[2,3-d]azepine